FC(C1=NOC(=N1)CC(C(=O)O)=C)(C1=CC=C(C=C1)F)F 2-((3-(difluoro(4-fluorophenyl)methyl)-1,2,4-oxadiazol-5-yl)methyl)acrylic acid